1-Benzyl-5-(2-fluorophenyl)-3,4-dimethyl-3-((phenylseleno)methyl)-1,3-dihydro-2H-pyrrol-2-one C(C1=CC=CC=C1)N1C(C(C(=C1C1=C(C=CC=C1)F)C)(C[Se]C1=CC=CC=C1)C)=O